(S)-4-(3-(3-Chloropyridin-2-yloxy)pyrrolidin-1-yl)-3-(hydroxymethyl)benzoic acid methyl ester COC(C1=CC(=C(C=C1)N1C[C@H](CC1)OC1=NC=CC=C1Cl)CO)=O